S1C=NN=C1 1-thia-3,4-diazole